(R)-2-methyl-pyrrolidine C[C@H]1NCCC1